FC=1C=2C=3C=CC(=C(NCCC[C@H](OC4=CC(=CC(NC(=NC1)N2)=C4)CSC)C)C3)F |r| (rac)-3,20-difluoro-14-methyl-10-[(methylsulfanyl)methyl]-13-oxa-5,7,18,25-tetraazatetracyclo[17.3.1.12,6.18,12]pentacosa-1(23),2(25),3,5,8(24),9,11,19,21-nonaene